NC1=NC=CC(=C1C#CC(=O)N1CCN(CC1)C(=O)OC(C)(C)C)OC1=C(C=C(C=C1)N)F tert-butyl 4-(3-(2-amino-4-(4-amino-2-fluorophenoxy)pyridin-3-yl)propioloyl)piperazine-1-carboxylate